bis(dimethylaminomethyl)benzene CN(C)CC1=C(C=CC=C1)CN(C)C